COC(CC1CCCCC1)=O 4-(2-Methoxy-2-oxoethyl)cyclohexane